NC=1C=C(C=CC1C(=O)[O-])C1=C(C=CC(=C1)OC)Cl 3-amino-2'-chloro-5'-methoxy-[1,1'-biphenyl]-4-carboxylate